C(C(O)C1=CC=CC=C1)(=O)O.NCC(C1=CC(=CC(=C1)F)Cl)NC(=O)C=1N=CN(C1)C1=NC(=NC=C1C)NC1CCOCC1 N-(2-amino-1-(3-chloro-5-fluoro-phenyl)ethyl)-1-(5-methyl-2-((tetrahydro-2H-pyran-4-yl)amino)-pyrimidin-4-yl)-1H-imidazole-4-carboxamide mandelic acid salt